N1N=CC=C1CCNC(=O)C=1C=C(C2=C(C(CO2)C2=CC=CC=C2)C1)C(=O)NC N5-(2-(1H-pyrazol-5-yl)ethyl)-N7-methyl-3-phenyl-2,3-dihydrobenzofuran-5,7-dicarboxamide